CN1N=C(C(=C1)C1=NC=CC(=N1)NC=1N=CC2=C(C=C(C(=C2C1)C(C)C)F)N1[C@@H]([C@H](C1)N(S(=O)(=O)C)C)C)C N-((2R,3S)-1-(3-((2-(1,3-dimethyl-1H-pyrazol-4-yl)pyrimidin-4-yl)amino)-6-fluoro-5-isopropylisoquinolin-8-yl)-2-methylazetidin-3-yl)-N-methylmethanesulfonamide